NC(CN(C(O)=O)C(=O)N)CC1=CC=CC=C1.FC1=C(\C=N\NC(=O)C2=NC(=CN=C2)C=2C=NC(=CC2)S(=O)C)C=C(C=C1)OC (E)-N'-(2-fluoro-5-methoxybenzylidene)-6-(6-(methylsulfinyl)pyridin-3-yl)pyrazine-2-carbohydrazide 2-amino-3-phenylpropyl-(aminocarbonyl)carbamate